CN(C1=CC(=[N+](C=C1)CC1=CC=C(C=C1)C[N+](C)(C)C)F)C [4-[[4-(dimethylamino)-2-fluoro-pyridin-1-ium-1-yl]methyl]phenyl]methyl-trimethyl-ammonium